CS(=O)(=O)N1C=2N(CC(C1)C(=O)O)N=CC2C2=CC=C(C=C2)C(F)(F)F 4-(methyl-sulfonyl)-3-(4-(trifluoromethyl)phenyl)-4,5,6,7-tetrahydropyrazolo[1,5-a]pyrimidine-6-carboxylic acid